O1C(CCCC1)N1N=CC=C1C1=CC=CC(=N1)C=1N=NN(C1)C1=CC=C(C=N1)NC(=O)[C@@H]1CN(CCC1)C(=O)OC(C)(C)C tert-butyl (3S)-3-((6-(4-(6-(1-(tetrahydro-2H-pyran-2-yl)-1H-pyrazol-5-yl)pyridin-2-yl)-1H-1,2,3-triazol-1-yl)pyridin-3-yl)carbamoyl)piperidine-1-carboxylate